Cl.Cl.C1CNCCC12CCC(CC2)CN2CCC(CC2)C2=CC=C1C(=NN(C1=C2F)C)C2C(NC(CC2)=O)=O 3-(6-(1-((3-azaspiro[5.5]undecan-9-yl)methyl)piperidin-4-yl)-7-fluoro-1-methyl-1H-indazol-3-yl)piperidine-2,6-dione dihydrochloride